(2S,4r)-1-[(2S)-2-(4-cyclopropyl-triazol-1-yl)-3,3-dimethyl-butyryl]-4-hydroxy-N-[(6-methoxypyrazin-2-yl)methyl]pyrrolidine-2-carboxamide C1(CC1)C=1N=NN(C1)[C@H](C(=O)N1[C@@H](C[C@H](C1)O)C(=O)NCC1=NC(=CN=C1)OC)C(C)(C)C